ClC=1C=C(C=CC1Cl)C=1N(C(=CC(C1C(=O)OCC)=O)CC(=O)OCC)CC ethyl 2-(3,4-dichlorophenyl)-6-(2-ethoxy-2-oxo-ethyl)-1-ethyl-4-oxo-pyridine-3-carboxylate